2-fluoro-1-(prop-1-en-2-yl)benzene FC1=C(C=CC=C1)C(=C)C